tertiary butyl 4-(2-fluoro-4-nitrophenyl)piperazin-1-carboxylate FC1=C(C=CC(=C1)[N+](=O)[O-])N1CCN(CC1)C(=O)OC(C)(C)C